S1(CCCC1)(=O)=O Tetrahydrothiophen-1,1-dioxid